FC=1C=C(C=O)C=C(C1F)F 3,4,5-Trifluorobenzaldehyde